5-chloro-6-methyl-1H-indazole-1-carboxylate ClC=1C=C2C=NN(C2=CC1C)C(=O)[O-]